2-chloro-4-((4-(1-isopropyl-4-(trifluoromethyl)-1H-imidazol-2-yl)-2-methoxybenzyl)oxy)pyrido[2,3-d]pyrimidine ClC=1N=C(C2=C(N1)N=CC=C2)OCC2=C(C=C(C=C2)C=2N(C=C(N2)C(F)(F)F)C(C)C)OC